4-((2,6-dichloropyridin-4-yl)methyl)-2,6-dimethylmorpholine ClC1=NC(=CC(=C1)CN1CC(OC(C1)C)C)Cl